CN1C2(C3=CC(=CC=C3C1=O)C=1C=CC=C3C=C(C=NC13)C(=O)N1CCOCC1)CC2 methyl-6'-(3-(morpholin-4-carbonyl)quinolin-8-yl)spiro[cyclopropane-1,1'-isoindolin]-3'-one